5-((1r,4S)-4-ethyl-4-hydroxycyclohexyl)-N3-methyl-1-((S)-1-phenylethyl)-1H-pyrazole-3,5-dicarboxamide C(C)C1(CCC(CC1)C1(C=C(NN1[C@@H](C)C1=CC=CC=C1)C(=O)NC)C(=O)N)O